1-(9Z-octadecenoyl)-2-(9Z,12Z-octadecadienoyl)-glycero-3-phospho-(1'-sn-glycerol) CCCCCCCC/C=C\CCCCCCCC(=O)OC[C@H](COP(=O)(O)OC[C@H](CO)O)OC(=O)CCCCCCC/C=C\C/C=C\CCCCC